NC1=CC=C(C=C1)NC(=O)NC(C1=CC=C(C=C1)C(C)(C)C)=O N-((4-aminophenyl)carbamoyl)-4-(tert-butyl)benzamide